CCCCCCCCC(=O)OCC(CC)(COC(=O)CCCCCCCC)COC(=O)CCCCCCCC trimethylolpropane trinonanoate